4-chloro-6-(9,9-diphenyl-9H-fluoren-2-yl)-1,3,5-triazine ClC1=NC=NC(=N1)C1=CC=2C(C3=CC=CC=C3C2C=C1)(C1=CC=CC=C1)C1=CC=CC=C1